[N+](=O)([O-])C1=NN2C(N=CC=C2N)=N1 nitro-7-amino-[1,2,4]triazolo[1,5-a]pyrimidine